FC1=C(C=CC=C1)NC1=NC=NC2=CC=C(C(=C12)C1=CC=C2C=NNC2=C1)NC(C=CC1N(CCC1)C)=O N-(4-((2-fluorophenyl)amino)-5-(1H-indazol-6-yl)quinazolin-6-yl)-3-(1-methylpyrrolidin-2-yl)acrylamide